(S)-3-hydroxymethyltetrahydropyrrole hydrochloride Cl.OC[C@@H]1CNCC1